3-{4-[(3-ethylphenyl)sulfamoyl]phenyl}-1-(pyridin-3-ylmethyl)urea C(C)C=1C=C(C=CC1)NS(=O)(=O)C1=CC=C(C=C1)NC(NCC=1C=NC=CC1)=O